The molecule is a sesquiterpenoid glycoside obtained from Helminthosporium sacchari with formula C39H64O22. It is a carbobicyclic compound, a carbohydrate derivative, a sesquiterpenoid and a glycoside. CC1=C2CC(CC[C@@]2(C[C@@H](C1)O[C@H]3[C@@H]([C@H]([C@@H](O3)[C@@H](CO)O[C@H]4[C@@H]([C@H]([C@@H](O4)[C@@H](CO)O)O)O)O)O)C)C(=C)CO[C@H]5[C@@H]([C@H]([C@@H](O5)[C@@H](CO)O[C@H]6[C@@H]([C@H]([C@@H](O6)[C@@H](CO)O)O)O)O)O